2,2'-(Hydroxyimino)Bis-Ethanesulfonic Acid Disodium Salt [Na+].[Na+].ON(CCS(=O)(=O)[O-])CCS(=O)(=O)[O-]